(R)-2-(diethylamino)-2-phenylcyclohexanone C(C)N([C@@]1(C(CCCC1)=O)C1=CC=CC=C1)CC